methylpropyl-(2,3,4,5-tetramethylcyclopentadienyl)silane tert-Butyl-(3R)-3-({5-[2-chloro-4-(trifluoromethyl)phenyl]-1-trityl-1H-indazol-3-yl}carbamoyl)piperidine-1-carboxylate C(C)(C)(C)OC(=O)N1C[C@@H](CCC1)C(NC1=NN(C2=CC=C(C=C12)C1=C(C=C(C=C1)C(F)(F)F)Cl)C(C1=CC=CC=C1)(C1=CC=CC=C1)C1=CC=CC=C1)=O.C[SiH](C1C(=C(C(=C1C)C)C)C)CCC